C1(CC1)C=1C(=NN2C1C(NC(=C2)C2=CC(=C(C=C2)C(F)(F)F)C)=O)C(=O)OCC Ethyl 3-cyclopropyl-6-[3-methyl-4-(trifluoromethyl)phenyl]-4-oxo-4,5-dihydropyrazolo[1,5-a]pyrazine-2-carboxylate